C(C)(C)C1=NOC(=N1)C=1CCNCC1 3-isopropyl-5-(1,2,3,6-tetrahydropyridin-4-yl)-1,2,4-oxadiazole